C(C)C1=C(C(=CC=C1)CC)N=CC N-(2,6-diethylphenyl)ethane-1-imine